FC(C(=O)O)(F)F.NC1=NC=CC2=C1C(=NN2C(C)C)C2=NOC(=C2C2=NC=CC=C2)C(C)(C)O 2-(3-(4-amino-1-isopropyl-1H-pyrazolo[4,3-c]pyridin-3-yl)-4-(pyridin-2-yl)isoxazol-5-yl)propan-2-ol 2,2,2-trifluoroacetate